(S)-6-(5-((3-chloro-2,4-difluorophenyl)(methyl)carbamoyl)-2-oxoimidazolidin-1-yl)-4-(trifluoromethyl)thieno[2,3-B]pyridine-2-carboxylic acid ClC=1C(=C(C=CC1F)N(C(=O)[C@@H]1CNC(N1C1=CC(=C2C(=N1)SC(=C2)C(=O)O)C(F)(F)F)=O)C)F